ClC1=CNC2=C(C=CC=C12)NS(=O)(=O)C=1C=C(C=CC1)C(NCCCOCCOCCOCCCNC(OC(C)(C)C)=O)=O tert-butyl (1-(3-(N-(3-chloro-1H-indol-7-yl)sulfamoyl)phenyl)-1-oxo-6,9,12-trioxa-2-azapentadecan-15-yl)carbamate